FC=1C=C(CNCC)C=CC1 N-(3-fluorobenzyl)ethan-1-amine